C(C(C)C)(=O)O.C(C)(=O)OCCC(C)C isoamyl acetate (CIS-ISOBUTYRATE)